OC[C@H](C1=CC=CC=C1)NC1=CC(=NC=C1C=1OC(=NN1)C=1C=NC=CC1)NC1=CC=C2C(=N1)N(N(C2=O)COC)C(C)C (S)-6-((4-((2-hydroxy-1-phenylethyl)amino)-5-(5-(pyridin-3-yl)-1,3,4-oxadiazol-2-yl)pyridin-2-yl)amino)-1-isopropyl-2-(methoxymethyl)-1,2-dihydro-3H-pyrazolo[3,4-b]pyridin-3-one